N-((1-(4-(6-(Difluoromethyl)imidazo[1,2-b]pyridazin-3-yl)-6-((2-hydroxyethyl)amino)pyridin-2-yl)piperidin-3-yl)methyl)methanesulfonamide FC(C=1C=CC=2N(N1)C(=CN2)C2=CC(=NC(=C2)NCCO)N2CC(CCC2)CNS(=O)(=O)C)F